4-(2-chlorophenyl)-2-(cyclobutylmethyl)-7-(methylamino)-[1,3]thiazolo[4,5-d]pyrimidin-5-one ClC1=C(C=CC=C1)N1C(N=C(C2=C1N=C(S2)CC2CCC2)NC)=O